CC1(OC2=CC=C3C(=C2C=C1)OC(=C3)C(\C=C\C=3NC1=CC=CC=C1C3)=O)C (E)-1-(7,7-dimethyl-7H-furo[2,3-f]chromen-2-yl)-3-(1H-indol-2-yl)prop-2-en-1-one